C(C)C1=NC=CC(C1OC)=O 2-ethyl-3-methoxypyridin-4-one